COCN1C(OC(C1)(C)COCC1=C(C(=O)NC2=NN=NN2C)C=CC(=N1)C(F)(F)F)=O 2-(((3-(methoxymethyl)-5-methyl-2-oxooxazolidin-5-yl)methoxy)methyl)-N-(1-methyl-1H-tetrazol-5-yl)-6-(trifluoromethyl)nicotinamide